C1(=CC=CC=C1)C=1NC(=C(N1)O)O 2-phenyl-4,5-dihydroxyimidazole